5-(2-bromoacetyl)-1,3,3-trimethyl-1H-pyrrolo[2,3-c]pyridin-2(3H)-one BrCC(=O)C=1C=C2C(=CN1)N(C(C2(C)C)=O)C